4-(4-ethynylpiperidin-1-yl)butyric acid C(#C)C1CCN(CC1)CCCC(=O)O